6-chloro-4-(3,3-difluoroazetidin-1-yl)pyrido[3,2-d]pyrimidine ClC=1C=CC=2N=CN=C(C2N1)N1CC(C1)(F)F